6-(Butylamino)-3-(4-chlorophenyl)-1-ethyl-5-phenyl-3,5-dihydroimidazo[4,5-c][1,2]thiazine-4(1H)-One 2,2-dioxide C(CCC)NC=1N(C2=C(N(S(C(C2=O)C2=CC=C(C=C2)Cl)(=O)=O)CC)N1)C1=CC=CC=C1